OC1CCC(CC1)C(C)(C)C1=CC=C(C=C1)O hexahydrobisphenol A